FC=1C(=C2C(=NC1)C=C(S2)C(=O)OC)C methyl 6-fluoro-7-methylthieno[3,2-b]pyridine-2-carboxylate